trans-1-(6-((3,4-difluorophenyl)amino)pyrimidin-4-yl)-4-(3,4-dihydroisoquinolin-2(1H)-yl)piperidin-3-ol FC=1C=C(C=CC1F)NC1=CC(=NC=N1)N1C[C@H]([C@@H](CC1)N1CC2=CC=CC=C2CC1)O